2,3-dibromoprop-2-en-1-yl acetate C(C)(=O)OCC(=CBr)Br